2'-methoxycytidine CO[C@@]1([C@@H](O[C@@H]([C@H]1O)CO)N1C(=O)N=C(N)C=C1)O